(1r,4r)-4-((tert-butoxy-carbonyl)amino)cyclohexyl methanesulfonate CS(=O)(=O)OC1CCC(CC1)NC(=O)OC(C)(C)C